1H-imidazolecarboxylate N1C(=NC=C1)C(=O)[O-]